FC=1C=C(C=C(C1F)F)OC(N[C@@H]1C[C@@H](C1)NC1=NC=2N([C@H](C(NC2C(=N1)C)=O)C)C)=O (cis-3-(((S)-4,7,8-trimethyl-6-oxo-5,6,7,8-tetrahydropteridin-2-yl)amino)cyclobutyl)carbamic acid 3,4,5-trifluorophenyl ester